[Cl-].ClC=CC[N+]12CN3CN(CN(C1)C3)C2 (3-chloroallyl)-3,5,7-triaza-1-azoniaadamantane chloride